COC(C1=CC(=C(C=C1)[N+](=O)[O-])OC1CC1)=O 3-(Cyclopropyloxy)-4-nitrobenzoic acid methyl ester